C(#N)C1=C2C(=NC=C1OC1=CC(=NC=C1)NC(OC)=O)N=C(N2C)NC2=NN1C(C(N(CC1)C)=O)=C2 Methyl (4-((7-cyano-1-methyl-2-((5-methyl-4-oxo-4,5,6,7-tetrahydropyrazolo[1,5-a]pyrazin-2-yl)amino)-1H-imidazo[4,5-b]pyridin-6-yl)oxy)pyridin-2-yl)carbamate